BrC1=CC=C(S1)CN1N=CC=2C(=NC=C(C21)C(=O)OC)OC methyl 1-((5-bromothien-2-yl) methyl)-4-methoxy-1H-pyrazolo[4,3-c]pyridine-7-carboxylate